2-(6-((2,6-dimethylpiperidin-4-yl)oxy)pyridazin-3-yl)-5-(1H-pyrazol-1-yl)phenol CC1NC(CC(C1)OC1=CC=C(N=N1)C1=C(C=C(C=C1)N1N=CC=C1)O)C